ClC(=O)OCC1=C(C=CC=C1)Cl 2-chlorobenzyl chloroformate